2-[(3,5-difluoro-4-methoxyphenyl)amino]-4-[(1-oxo-1,2,3,4-tetrahydroisoquinolin-5-yl)amino]pyrimidine-5-carboxamide FC=1C=C(C=C(C1OC)F)NC1=NC=C(C(=N1)NC1=C2CCNC(C2=CC=C1)=O)C(=O)N